azetidine-3-yl-methanol hydrochloride Cl.N1CC(C1)CO